(5-(2-fluoro-6-methyl-4-((methylamino)methyl)phenyl)-1H-pyrazolo[3,4-c]pyridin-3-yl)-N-methylbenzamide FC1=C(C(=CC(=C1)CNC)C)C=1C=C2C(=CN1)NN=C2C2=C(C(=O)NC)C=CC=C2